(S)-2-((((9H-fluoren-9-yl)methoxy)carbonyl)amino)-3-(1-(tert-butoxycarbonyl)-5-phenyl-1H-indol-3-yl)propanoic acid C1=CC=CC=2C3=CC=CC=C3C(C12)COC(=O)N[C@H](C(=O)O)CC1=CN(C2=CC=C(C=C12)C1=CC=CC=C1)C(=O)OC(C)(C)C